BrC1=C(C=C(C=C1)OC)COC1CC2=CC=CC=C2C1 2-[(2-bromo-5-methoxyphenyl)methoxy]-2,3-dihydro-1H-indene